5,7-dimethyl-3-phenyl-3,4-dihydro-2h-benzo[e][1,2,4]thiadiazine-1,1-dioxide CC1=CC(=CC2=C1NC(NS2(=O)=O)C2=CC=CC=C2)C